N-(3-((2-(3,4-difluorophenyl)-2-oxoethyl)amino)bicyclo[1.1.1]pent-1-yl)-2-(trifluoromethoxy)acetamide FC=1C=C(C=CC1F)C(CNC12CC(C1)(C2)NC(COC(F)(F)F)=O)=O